1-bromo-2-fluoro-4-cyclopropyloxy-5-nitrobenzene BrC1=C(C=C(C(=C1)[N+](=O)[O-])OC1CC1)F